C(C)(C)(C)OC(=O)N([C@@H]1CN(CC1)C=1C2=CN(N=C2C(=C(C1)F)C(=O)O)CC)C 4-[(3S)-3-[(tert-butoxycarbonyl)(methyl)amino]pyrrolidin-1-yl]-2-ethyl-6-fluoroindazole-7-carboxylic acid